4-(trifluoromethyl)benzenesulfonate FC(C1=CC=C(C=C1)S(=O)(=O)[O-])(F)F